N[C@@H](COC1=NC(=NC(=C1)C1=C(C=CC=C1C)C)NS(=O)(=O)C1=CN=CC(=N1)C(=O)O)CC(C)C 6-[[4-[(2R)-2-amino-4-methyl-pentoxy]-6-(2,6-dimethylphenyl)pyrimidin-2-yl]sulfamoyl]pyrazine-2-carboxylic acid